FC1=NN2C(N=CC3=C2C(C[C@@H]3C(=O)NC3=CC(=NC=C3OC)C(F)(F)F)(C)C)=C1 (S)-2-fluoro-N-(5-methoxy-2-(trifluoromethyl)pyridin-4-yl)-8,8-dimethyl-7,8-dihydro-6H-cyclopenta[e]pyrazolo[1,5-a]pyrimidine-6-carboxamide